4-fluorobenzenepropanal FC1=CC=C(C=C1)CCC=O